CC=1C=C(C(=O)N(C)C)C=CC1 3-methyl-N,N-dimethylbenzamide